[Si](C)(C)(C(C)(C)C)OCCCOC1=NN(C=C1[N+](=O)[O-])C1=NN(C=C1C)C 3-(3-((tert-butyldimethylsilyl)oxy)propoxy)-1',4'-dimethyl-4-nitro-1'H-1,3'-bipyrazole